(S)-N-(2-Chloro-3-(4'-chloro-5-(((2-hydroxypropyl)amino)methyl)-6-methoxy-[2,3'-bipyridin]-5'-yl)phenyl)-1,3-dimethyl-2,4-dioxo-1,2,3,4-tetrahydropyrimidine-5-carboxamide ClC1=C(C=CC=C1C=1C(=C(C=NC1)C1=NC(=C(C=C1)CNC[C@H](C)O)OC)Cl)NC(=O)C=1C(N(C(N(C1)C)=O)C)=O